C(C)(=[Se])O selenoacetic acid